Methyl 2-((2-(3-((3-amino-6-methoxypyridin-2-yl)(tert-butoxycarbonyl)amino)-propyl)-3,4-difluorophenyl)amino)-4,5-difluorobenzoate NC=1C(=NC(=CC1)OC)N(CCCC1=C(C=CC(=C1F)F)NC1=C(C(=O)OC)C=C(C(=C1)F)F)C(=O)OC(C)(C)C